ClC=1C=CC2=C(C1)C(OC=1N=C(SC12)N(C1CC(NC(C1)(C)C)(C)C)C)C 7-Chloro-N,5-dimethyl-N-(2,2,6,6-tetramethylpiperidin-4-yl)-5H-isochromeno[3,4-d]thiazol-2-amine